7-(2-methyl-4-nitrophenoxy)-[1,2,4]triazolo[1,5-c]pyrimidine CC1=C(OC2=CC=3N(C=N2)N=CN3)C=CC(=C1)[N+](=O)[O-]